2-(6-(azetidin-3-yl)-6-methyl-6,7-dihydro-5H-pyrrolo[2,3-c]pyridazin-3-yl)phenol N1CC(C1)C1(CC2=C(N=NC(=C2)C2=C(C=CC=C2)O)N1)C